FC1=C(C(=C(C=C1)NC1=C(C(=O)OCC)C=CC(=C1)C(F)(F)F)C)OC ethyl 2-((4-fluoro-3-meth-oxy-2-meth-ylphenyl)-amino)-4-(tri-fluoromethyl)-benzoate